SN1N=C(C(N2C1=NC=N2)=O)[N+](=O)[O-] mercapto-3-nitro-1,2,4-triazolo[5,1-c]-1,2,4-triazin-4(1H)-one